OC(CCNC(CO)(CO)CO)S(=O)(=O)O hydroxy-3-{[2-hydroxy-1,1-bis(hydroxymethyl)-ethyl]amino}-1-propanesulphonic acid